5-Nitroisophthalic acid dichloride [N+](=O)([O-])C=1C=C(C=C(C(=O)Cl)C1)C(=O)Cl